NC(=O)N.C(N)(=N)OP(=O)(O)O carbamimidoylphosphate-urea